2,6-di(chloromethyl)-1,4-phenylenoxid ClCC1=C2C(=CC(=C1)O2)CCl